(R)-3-ethyl-7-((4-(3-hydroxybutanoyl)piperazin-1-yl)methyl)-1,5-naphthyridin-2(1H)-one C(C)C=1C(NC2=CC(=CN=C2C1)CN1CCN(CC1)C(C[C@@H](C)O)=O)=O